ClC1=CC(=C(C=N1)C1=NC=C(C=C1)CN1CCC(CC1)O)NC1CCC(CC1)CO 1-((6'-Chloro-4'-(((1s,4s)-4-(hydroxymethyl)cyclohexyl)amino)-[2,3'-bipyridin]-5-yl)methyl)piperidin-4-ol